(1-(((6-Bromo-5-fluoro-7,9-dihydrofuro[3,4-f]quinazolin-3-yl)oxy)methyl)-2,2-difluorocyclopropyl)methanol BrC=1C2=C(C=3C=NC(=NC3C1F)OCC1(C(C1)(F)F)CO)COC2